glycidyl neoundecanoate C(CCCCCCC(C)(C)C)(=O)OCC1CO1